C=1SC=C2C1CC(C2)C(=O)O 5,6-dihydro-4H-cyclopenta[c]thiophene-5-carboxylic acid